5-phenyl-N-[(cis)-3-(cyanoamino)cyclobutyl]-1,3-thiazole-2-carboxamide C1(=CC=CC=C1)C1=CN=C(S1)C(=O)N[C@@H]1C[C@@H](C1)NC#N